C(C)(C)(C)OC(=O)N[C@@H](C(=O)O)COC (2R)-2-(tertbutoxycarbonylamino)-3-methoxy-propanoic acid